2-[[(1R)-1-(3,6-dimethyl-4-oxo-2-phenyl-benzopyran-8-yl)ethyl]amino]-N'-hydroxy-benzamidine CC1=C(OC2=C(C1=O)C=C(C=C2[C@@H](C)NC2=C(C(=NO)N)C=CC=C2)C)C2=CC=CC=C2